6-[4-[2-[(dimethylamino)methyl]morpholin-4-yl]-5,6-difluoro-8-(methylamino)-9H-pyrido[2,3-b]indol-3-yl]-1-(methylamino)-4-oxo-1,8-naphthyridine-3-carboxylic acid CN(C)CC1CN(CCO1)C1=C(C=NC=2NC3=C(C=C(C(=C3C21)F)F)NC)C=2C=C1C(C(=CN(C1=NC2)NC)C(=O)O)=O